NC(CO)(CO)CO.C(C)(=O)O acetic acid tromethamine salt